C(=CC1=CC=CC=C1)OC(C(=O)OCC\C=C/CC)C (Z)-hex-3-en-1-yl 2-(styryloxy)propanoate